4-((2,3-Dihydro-1H-pyrrolo[2,3-c]pyridin-4-yl)amino)-N-(4-(4-(2-methoxyethyl)piperazin-1-yl)phenyl)-2-oxo-1,2-dihydropyridine-3-carboxamide N1CCC=2C1=CN=CC2NC2=C(C(NC=C2)=O)C(=O)NC2=CC=C(C=C2)N2CCN(CC2)CCOC